C(C)OC(=SC(CCC#N)OC(C)=O)[S-] O-ethyl-S-(1-acetoxy-3-cyanopropyl)xanthate